C(C)(C)(C)OC([C@H](CCC(F)F)N(C)C(=O)OC(C)(C)C)=O.C(C=C)OC(C(C)=O)=O.N1=CC=C(C=C1)C1=CC=C(/C=C/C=2C3=CC=CC=C3C(=C3C=CC=CC23)\C=C\C2=CC=C(C=C2)C2=CC=NC=C2)C=C1 9,10-bis((E)-4-(pyridin-4-yl)styryl)anthracene Allyl-2-Oxopropanoate tert-butyl-(S)-2-((tert-butoxycarbonyl)(methyl)amino)-5,5-difluoropentanoate